2-((3-bromo-2-chlorophenyl)thio)-N-methyl-N-(1-methylpiperidin-4-yl)acetamide BrC=1C(=C(C=CC1)SCC(=O)N(C1CCN(CC1)C)C)Cl